(5-methyl-4,5,6,7-tetrahydro-1,3-benzothiazol-2-yl)methanol CC1CCC2=C(N=C(S2)CO)C1